3-((4-nitro-1-(tetrahydro-2H-pyran-2-yl)-1H-pyrazol-5-yl)oxy)propan-1-ol (2R)-1-(benzyloxy)-1-oxopropan-2-yl-(2S)-2-[[(tert-butoxy)carbonyl](methyl)amino]-4-fluoro-4-methylpentanoate C(C1=CC=CC=C1)OC([C@@](C(=O)OCCCOC1=C(C=NN1C1OCCCC1)[N+](=O)[O-])(N(C)C(=O)OC(C)(C)C)[C@H](C=O)C)C(C)(C)F